(S)-2-(tert-butoxy)-2-(7-(4-chlorophenyl)-5-methyl-2-(1-methyl-3-(1-(1-propionylazetidin-3-yl)piperidin-4-yl)-1H-indazol-5-yl)benzo[d]thiazol-6-yl)acetic acid C(C)(C)(C)O[C@H](C(=O)O)C1=C(C2=C(N=C(S2)C=2C=C3C(=NN(C3=CC2)C)C2CCN(CC2)C2CN(C2)C(CC)=O)C=C1C)C1=CC=C(C=C1)Cl